4-morpholino-2-(4-(m-tolyl)-1H-pyrazol-1-yl)furo[3,2-d]pyrimidine-6-carbaldehyde O1CCN(CC1)C=1C2=C(N=C(N1)N1N=CC(=C1)C=1C=C(C=CC1)C)C=C(O2)C=O